tert-butyl N-(benzyloxycarbonylamino)-N-[[(3R)-2-oxo-3-piperidyl]methyl]carbamate C(C1=CC=CC=C1)OC(=O)NN(C(OC(C)(C)C)=O)C[C@@H]1C(NCCC1)=O